(1R,3aR,6aS)-N-((R,E)-4-fluoro-4-(methylsulfonyl)-1-((R)-2-oxopyrrolidin-3-yl)but-3-en-2-yl)-2-(9-hydroxy-9H-fluorene-9-carbonyl)octahydrocyclopenta[c]pyrrole-1-carboxamide F\C(=C/[C@@H](C[C@@H]1C(NCC1)=O)NC(=O)[C@@H]1N(C[C@H]2[C@@H]1CCC2)C(=O)C2(C1=CC=CC=C1C=1C=CC=CC21)O)\S(=O)(=O)C